5-(aminomethyl)-N-methyl-N-phenyl-5,6,7,8-tetrahydroquinolin-2-amine NCC1C=2C=CC(=NC2CCC1)N(C1=CC=CC=C1)C